BrC=1C=C2C(=CC1)C(N(C[C@]21[C@H](C1)F)CC(=O)OC(C)(C)C)=O tert-butyl 2-[(2's,4r)-6-bromo-2'-fluoro-1-oxospiro[3H-isoquinoline-4,1'-cyclopropane]-2-yl]acetate